5-fluoro-6-methylthieno[3,2-b]thiophene-2-carboxylic acid FC1=C(C=2SC(=CC2S1)C(=O)O)C